NCC=1C=C(C=CC1)C=1C=C(C2=C(C(=CO2)COC2=C(C=CC=C2)CC(=O)OCC)C1)CN1CCNCC1 ethyl 2-(2-((5-(3-(aminomethyl)phenyl)-7-(piperazin-1-ylmethyl)benzofuran-3-yl)methoxy)phenyl)acetate